5-(Trifluoromethyl)-3-pyridinecarboxaldehyde FC(C=1C=C(C=NC1)C=O)(F)F